(R)-3-hydroxy-5-methyl-4-(5-methyl-8-(1-methylpiperidin-3-yl)-5,6,7,8-tetrahydropyrazino[2,3-c]pyridazin-3-yl)benzonitrile OC=1C=C(C#N)C=C(C1C1=CC2=C(N=N1)N(CCN2C)[C@H]2CN(CCC2)C)C